(S)-4-((S)-sec-butyl)-4-hydroxy-8-(1H-pyrazol-4-yl)-1,3,4,5-tetrahydro-6H-pyrano[4,3-b]Thieno[3,2-d]Pyridin-6-one [C@H](C)(CC)[C@]1(COCC2=C1NC(C1=C2C=C(S1)C=1C=NNC1)=O)O